(R)-tert-Butyl (6-(pyridin-3-yl)isochroman-1-yl)methylcarbamate N1=CC(=CC=C1)C=1C=C2CCO[C@H](C2=CC1)CNC(OC(C)(C)C)=O